C(C1=CC=CC=C1)(C1=CC=CC=C1)(C1=CC=CC=C1)SCCO 2-tritylthioethanol